4-(5-chloro-2-methyl-3-benzofuranyl)-5-hydroxy-2,6-dimethyl-3(2H)-pyridazinone ClC=1C=CC2=C(C(=C(O2)C)C=2C(N(N=C(C2O)C)C)=O)C1